CC1C2C(C(CC1C=O)C2)(C)C 2,6,6-trimethyl-bicyclo[3.1.1]heptane-3-carbaldehyde